N-(5,6-difluoro-1H-indol-3-yl)-6-(2,2-difluorobenzo[d][1,3]dioxolane-5-yl)-3,4-dihydroisoquinoline-2(1H)-carboxamide FC=1C=C2C(=CNC2=CC1F)NC(=O)N1CC2=CC=C(C=C2CC1)C1=CC2=C(OC(O2)(F)F)C=C1